1-(3-bromo-5-(trifluoromethyl)-1H-pyrazolo[4,3-b]pyridin-7-yl)piperidin-4-ol BrC1=NNC=2C1=NC(=CC2N2CCC(CC2)O)C(F)(F)F